C(CCCCCCCN=C=O)N=C=O octamethylene isocyanate